O-ethyl [3-(tert-butoxycarbonylamino)phenyl]methylsulfanylmethanethioate C(C)(C)(C)OC(=O)NC=1C=C(C=CC1)CSC(OCC)=S